3-Ethyl-11-(3-phenylpropyl)-11H-imidazo[1',2':1,2]pyrido[3,4-b]indole C(C)C1=CN=C2N1C=CC1=C2N(C2=CC=CC=C12)CCCC1=CC=CC=C1